C12(CCC(CC1)C2)OC2=NC(=NC=C2C(=O)NC(C)C=CS(=O)(=O)C)C2CC2 4-(bicyclo[2.2.1]heptane-1-yloxy)-2-cyclopropyl-N-(4-(methylsulfonyl)but-3-en-2-yl)pyrimidine-5-carboxamide